3-(3-bromophenyl)oxetane BrC=1C=C(C=CC1)C1COC1